3-chloro-N-(2,6-diisopropylphenyl-carbamoyl)-5-(2-hydroxypropan-2-yl)benzenesulfonamide ClC=1C=C(C=C(C1)C(C)(C)O)S(=O)(=O)NC(NC1=C(C=CC=C1C(C)C)C(C)C)=O